C(C1=CC=CC=C1)N1[C@H]2CC[C@@H]([C@H]1CO)[C@@H]2F ((1S,3S,4S,7S)-2-benzyl-7-fluoro-2-azabicyclo[2.2.1]heptan-3-yl)methanol